FC1=CC2=C(N=C(S2)NC(C2=CC=CC=C2)=O)C=C1 N-(6-fluorobenzo[d]thiazol-2-yl)benzamide